C(CCCCCCCCC)OB(O)O decylboric acid